((1R,4R,7R)-2-(2-(6-(cyclopropylmethyl)-6H-thieno[2,3-b]pyrrol-5-yl)-7-methoxy-1-methyl-1H-benzo[d]imidazole-5-carbonyl)-2-azabicyclo[2.2.1]heptan-7-yl) carbamate C(N)(O[C@H]1[C@@H]2N(C[C@H]1CC2)C(=O)C2=CC1=C(N(C(=N1)C1=CC3=C(N1CC1CC1)SC=C3)C)C(=C2)OC)=O